6,6'-((6-Hydroxyhexyl)azanediyl)bis(N,N-dioctyl-hexanamide) OCCCCCCN(CCCCCC(=O)N(CCCCCCCC)CCCCCCCC)CCCCCC(=O)N(CCCCCCCC)CCCCCCCC